tert-butyl 3-{[(3aR,4S,6R,6aS)-6-{5-bromo-4-chloropyrrolo[2,3-d]pyrimidin-7-yl}-2,2-dimethyl-tetrahydro-3aH-cyclopenta[d][1,3]dioxol-4-yl]methyl}azetidine-1-carboxylate BrC1=CN(C=2N=CN=C(C21)Cl)[C@@H]2C[C@@H]([C@@H]1[C@H]2OC(O1)(C)C)CC1CN(C1)C(=O)OC(C)(C)C